ClC=1C=C(C=C(C1)S(=O)(=O)C)NC(=O)C1=CN(C(=C1)C)C1=NC=C(C=C1)C(F)(F)F N-(3-chloro-5-(methylsulfonyl)phenyl)-5-methyl-1-(5-(trifluoromethyl)pyridin-2-yl)-1H-pyrrole-3-carboxamide